N-[(2S)-1-[(2S,4R)-2-{[(1S)-1-[4-(2-fluorophenyl)phenyl]ethyl]carbamoyl}-4-Hydroxypyrrolidin-1-yl]-3,3-dimethyl-1-oxobutan-2-yl]carbamic acid tert-butyl ester C(C)(C)(C)OC(N[C@H](C(=O)N1[C@@H](C[C@H](C1)O)C(N[C@@H](C)C1=CC=C(C=C1)C1=C(C=CC=C1)F)=O)C(C)(C)C)=O